N-[3,5-bis-(2,2-dimethylpropionylamino)-phenyl]-2,2-dimethyl-propionamide CC(C(=O)NC=1C=C(C=C(C1)NC(C(C)(C)C)=O)NC(C(C)(C)C)=O)(C)C